FC1=C(C(=O)N2CCN(CC2)C2=NC=C(C#N)C=C2)C=C(C=C1)CC1=NNC(C2=CC=C(C(=C12)OC)OC1=CC=CC=C1)=O 6-(4-(2-fluoro-5-((8-methoxy-4-oxo-7-phenoxy-3,4-dihydrophthalazin-1-yl)methyl)benzoyl)piperazin-1-yl)nicotinonitrile